(2-(1,2-diethylpiperidin-3-yl)thieno[2,3-b]pyridin-4-yl)benzo[d]thiazol-5-amine C(C)N1C(C(CCC1)C1=CC=2C(=NC=CC2C=2SC3=C(N2)C=C(C=C3)N)S1)CC